ClC1=C(C=C(C=C1)C(F)(F)F)NC(=O)C1=C(N=C(S1)N(C(=O)C1(CC1)C(=O)N)C1=C(C=CC(=C1)F)F)C N-(5-((2-chloro-5-(trifluoromethyl)phenyl)carbamoyl)-4-methylthiazol-2-yl)-N-(2,5-difluorophenyl)cyclopropane-1,1-dicarboxamide